2-Acetamido-3-O-[(R)-carboxyethyl]-2-Deoxy-D-glucopyranose C(C)(=O)N[C@H]1C(O)O[C@@H]([C@H]([C@@H]1OCCC(=O)O)O)CO